4-(2-oxo-2-phenylethyl)-1-benzenesulfonamide O=C(CC1=CC=C(C=C1)S(=O)(=O)N)C1=CC=CC=C1